N-(6-(2-(hydroxymethyl)-4-methylphenyl)imidazo[1,2-a]pyridin-2-yl)cyclopropanecarboxamide OCC1=C(C=CC(=C1)C)C=1C=CC=2N(C1)C=C(N2)NC(=O)C2CC2